(5-methyl-1H-indol-2-yl)methanone CC=1C=C2C=C(NC2=CC1)C=O